[Ni].[Cu].[Co] cobalt-copper-nickel